O1C=CC2=C1C=CC(=C2)C2=C(C=C(C(=N2)C(=O)OC)Cl)F Methyl 6-(benzofuran-5-yl)-3-chloro-5-fluoropicolinate